CCCPCCCCCC=C 4-Phosphaundec-10-en